C1[C@H](C([C@@H](CC1(C(=O)O)O)O)O)O (1S,3R,4S,5R)-1,3,4,5-tetrahydroxycyclohexanecarboxylic acid